3-(5-((4-((4-(2-methoxyphenyl)piperazin-1-yl)methyl)benzyl)amino)-4-oxoquinazolin-3(4H)-yl)piperidine-2,6-dione COC1=C(C=CC=C1)N1CCN(CC1)CC1=CC=C(CNC2=C3C(N(C=NC3=CC=C2)C2C(NC(CC2)=O)=O)=O)C=C1